(1-{(S)-2-[(S)-3-Butyl-2-oxo-1-piperazinyl]-3-cyclopropylpropionyl}-4-piperidyl)acetamide C(CCC)[C@H]1C(N(CCN1)[C@H](C(=O)N1CCC(CC1)CC(=O)N)CC1CC1)=O